C1(CC1)NC(=O)C1=NC=C(C=C1)N1CCN(CC1)CC=1C=C2NC(C(=NC2=C(C1)F)C)=O N-cyclopropyl-5-(4-((8-fluoro-2-methyl-3-oxo-3,4-dihydroquinoxalin-6-yl)methyl)piperazin-1-yl)pyridinecarboxamide